Cl.FCC(N)C1=CC=C(C=C1)C 2-fluoro-1-(p-tolyl)ethan-1-amine hydrochloride